C1(CC1)CS(=O)C1=NC(=CC(=N1)C=1SC=CC1)C(F)(F)F 2-((cyclopropylmethyl)sulfinyl)-4-(thiophen-2-yl)-6-(trifluoromethyl)pyrimidine